FC(C=1C=C(C=CC1)N1NN(CC(C1)C1=CC(=CC=C1)C(F)(F)F)C1=CC(=CC=C1)C(F)(F)F)(F)F 1,3,5-Tri(m-trifluoromethylphenyl)hexahydrotriazine